(2S)-1-chloro-3-[[(4-chlorophenyl)methylene]amino]-2-propanol ClC[C@H](CN=CC1=CC=C(C=C1)Cl)O